BrC1=C(C=C2C(=NC(=NC2=C1)OC[C@]12CCCN2C[C@@H](C1)F)N1[C@H]2CN([C@@H](C1)C2)C(=O)OC(C)(C)C)F tert-butyl (1R,4R)-5-(7-bromo-6-fluoro-2-(((2R,7aS)-2-fluorotetrahydro-1H-pyrrolizin-7a(5H)-yl)methoxy)quinazolin-4-yl)-2,5-diazabicyclo[2.2.1]heptane-2-carboxylate